ClC1=C(C=CC=C1)N1C(=NS(C2=C1C=C(C=C2)F)(=O)=O)NC (2-chlorophenyl)-6-fluoro-3-(methylamino)-4H-benzo[e][1,2,4]thiadiazine 1,1-dioxide